COC1=C2C(=C(C(OC2=CC=C1)=O)C(C1=CC=CC=C1)=O)OC.[Al+2].[Zn+2] zinc-aluminium (ii) dimethoxybenzoyl-coumarin